C1(CCCC1)N1[C@@H](C(N(C=2C=NC(=NC12)NC1=CC=C(C=C1)OCCOCCOCCOC1CCNCC1)C)=O)CC (7R)-8-cyclopentyl-7-ethyl-5-methyl-2-[4-[2-[2-[2-(4-piperidyloxy)ethoxy]ethoxy]ethoxy]anilino]-7H-pteridin-6-one